tert-Butyl N-[2-[(4,4-difluorocyclohexyl)methylamino]ethyl]carbamate FC1(CCC(CC1)CNCCNC(OC(C)(C)C)=O)F